(±)-(1R,2R)-2-amino-1-methylcyclopentanol N[C@H]1[C@@](CCC1)(O)C |r|